(Z)-N-hydroxy-6-(4-(2,4-dimethoxybenzylidene)-2,5-dioxoimidazolidin-1-yl)hexanamide ONC(CCCCCN1C(N\C(\C1=O)=C/C1=C(C=C(C=C1)OC)OC)=O)=O